3-(3-(3-chloro-2-fluorophenoxy)-6-methylpyridazin-4-yl)-5-(2-chloro-4-methylbenzyl)-5,6-Dihydro-4H-1,2,4-oxadiazine ClC=1C(=C(OC=2N=NC(=CC2C2=NOCC(N2)CC2=C(C=C(C=C2)C)Cl)C)C=CC1)F